(1S,4S,5R)-5-[[1-(2-chloro-6-fluorophenyl)-4-cyclopropyl-1H-pyrazol-5-yl]methoxy]-2-azabicyclo[2.2.1]heptane ClC1=C(C(=CC=C1)F)N1N=CC(=C1CO[C@H]1[C@@H]2CN[C@H](C1)C2)C2CC2